OCC(C)(C)NC1=NC(=NC=C1C(=O)OCC)NC1=CC2=C(C=N1)C=NN2C(C)C ethyl 4-((1-hydroxy-2-methylpropan-2-yl)amino)-2-((1-isopropyl-1H-pyrazolo[4,3-c]pyridin-6-yl)amino)pyrimidine-5-carboxylate